(Z)-3-((5-(tert-butyl)-1H-imidazol-4-yl)methylene)-6-((Z)-3-hydroxybenzylidene)piperazine-2,5-dione C(C)(C)(C)C1=C(N=CN1)\C=C/1\C(N\C(\C(N1)=O)=C/C1=CC(=CC=C1)O)=O